C[C@@H]1C=2N(CCN1S(=O)(=O)C)C(=NC2N2C(CCC2)=O)C2=NC(=NS2)C (R)-1-(8-methyl-3-(3-methyl-1,2,4-thiadiazol-5-yl)-7-(methyl-sulfonyl)-5,6,7,8-tetrahydroimidazo[1,5-a]pyrazin-1-yl)pyrrolidin-2-one